2-((5-nitrothiazol-2-yl)carbamoyl)benzoic acid [N+](=O)([O-])C1=CN=C(S1)NC(=O)C1=C(C(=O)O)C=CC=C1